CC1=C(C(=O)NC2(CC2)C)C=CC=C1 2-methyl-N-(1-methylcyclopropyl)benzamide